O1[N+](=CC=N1)[O-] 1,2,5-oxadiazol 2-oxide